(E)-1-(1-(3-(4-((4-Bromobut-2-en-1-yl)oxy)phenyl)isoquinolin-8-yl)-3-(tetrahydro-2H-pyran-4-yl)-5,6-dihydroimidazo[1,5-a]pyrazin-7(8H)-yl)ethan-1-one BrC/C=C/COC1=CC=C(C=C1)C=1N=CC2=C(C=CC=C2C1)C=1N=C(N2C1CN(CC2)C(C)=O)C2CCOCC2